C(#N)C1=CC=2N(N=C1)C(=CC2)C(=O)NC2=CC1=CN(N=C1C=C2C(CC)(CC)O)C2CCC(CC2)N2CCN(CC2)C(=O)OC(C)(C)C tert-butyl 4-((1r,4r)-4-(5-(3-cyanopyrrolo[1,2-b]pyridazine-7-carboxamido)-6-(3-hydroxypentan-3-yl)-2H-indazol-2-yl)cyclohexyl)piperazine-1-carboxylate